3-carboxyallylamide C(=O)(O)C=CC[NH-]